(R)-6-chloro-3-((1-(3,6-dimethyl-4-oxo-2-(4-(1,3,5-trimethyl-1H-pyrazol-4-yl)piperidin-1-yl)-3,4-dihydroquinazolin-8-yl)ethyl)amino)-N-(methylsulfonyl)picolinamide ClC1=CC=C(C(=N1)C(=O)NS(=O)(=O)C)N[C@H](C)C=1C=C(C=C2C(N(C(=NC12)N1CCC(CC1)C=1C(=NN(C1C)C)C)C)=O)C